perfluorononyltrimethoxysilane FC(O[Si](OC(F)(F)F)(OC(F)(F)F)C(C(C(C(C(C(C(C(C(F)(F)F)(F)F)(F)F)(F)F)(F)F)(F)F)(F)F)(F)F)(F)F)(F)F